NCC1=CC(CC=C1)=O 6-(aminomethyl)-4-oxobenzol